S1C(=NC2=C1C=CC=C2)NC(=O)C=2C=CC=C1CCN(CC21)C2=CC=C(C(=N2)C(=O)O)C2=C(C(=CC=C2)OCCC2CCNCC2)C 6-[8-(1,3-benzothiazol-2-ylcarbamoyl)-3,4-dihydro-1H-isoquinolin-2-yl]-3-[2-methyl-3-[2-(4-piperidyl)ethoxy]phenyl]pyridine-2-carboxylic acid